BrC=1C=C2N(C(C(N(C2=CC1)C1CCN(CC1)C(=O)OC(C)(C)C)=O)=O)C Tert-Butyl 4-(6-bromo-4-methyl-2,3-dioxo-3,4-dihydroquinoxalin-1(2H)-yl)piperidine-1-carboxylate